N-[(3R,4R)-4-[4-(2-hydroxybenzoyl)-3-methylbenzamido]pyrrolidin-3-yl]pyridine-4-carboxamide OC1=C(C(=O)C2=C(C=C(C(=O)N[C@H]3[C@@H](CNC3)NC(=O)C3=CC=NC=C3)C=C2)C)C=CC=C1